(S)-N-(1-(4-(N-cyclopentylsulfamoyl)phenylamino)-1-oxo-3-phenylprop-2-yl)-4-fluorobenzamide C1(CCCC1)NS(=O)(=O)C1=CC=C(C=C1)NC([C@H](CC1=CC=CC=C1)NC(C1=CC=C(C=C1)F)=O)=O